C(C)N1N=C(C=C1)C=1C(=CC(=NC1)NC(C)=O)NC1=NC(=CC(=C1)OCCOC)S(=O)(=O)C N-(5-(1-ethyl-1H-pyrazol-3-yl)-4-((4-(2-methoxyethoxy)-6-(methylsulfonyl)pyridin-2-yl)amino)pyridin-2-yl)acetamide